α-Acetyl-N-β-alanyl-L-histidine C(C)(=O)[C@](NC(CCN)=O)(CC1=CNC=N1)C(=O)O